((2S,3R,6R)-3-(((3-Fluoro-5-(trifluoromethyl)pyridin-2-yl)amino)methyl-d2)-2,6-dimethylmorpholino)(6-methyl-3-(pyrimidin-2-yl)pyridin-2-yl)methanone FC=1C(=NC=C(C1)C(F)(F)F)NC([C@@H]1[C@@H](O[C@@H](CN1C(=O)C1=NC(=CC=C1C1=NC=CC=N1)C)C)C)([2H])[2H]